Isopentenyne C#CC(=C)C